2-propyl-4-butyl-8-propoxy-phthalazin-1(2H)-one C(CC)N1C(C2=C(C=CC=C2C(=N1)CCCC)OCCC)=O